N-(3-(2-hydroxypropyl)-1,2,4-thiadiazol-5-yl)-2-methyl-5-(3-(trifluoromethyl)phenyl)furan-3-carboxamide OC(CC1=NSC(=N1)NC(=O)C1=C(OC(=C1)C1=CC(=CC=C1)C(F)(F)F)C)C